tert-butyl (S)-2-(4-ethynylindoline-1-carbonyl)pyrrolidine-1-carboxylate C(#C)C1=C2CCN(C2=CC=C1)C(=O)[C@H]1N(CCC1)C(=O)OC(C)(C)C